BrC1=CC=2C3=C(C=NC2C=C1F)N(C(C31CC(C1)C1=CC=C(C=C1)OC)=O)C 8'-Bromo-7'-fluoro-3-(4-methoxyphenyl)-3'-methylspiro[cyclobutane-1,1'-pyrrolo[2,3-c]quinolin]-2'(3'H)-one